ClC1=C(C(=NN1)C)NC(C1=C(C=C(C(=C1)F)C1=NC(=C(N=C1)OC)C(C)O)O[C@H](C(F)(F)F)C)=O N-(5-Chloro-3-methyl-1H-pyrazol-4-yl)-5-fluoro-4-(6-(1-hydroxyethyl)-5-methoxypyrazin-2-yl)-2-(((S)-1,1,1-trifluoropropan-2-yl)oxy)benzamide